OC(C)(C)C1=C(C=C(C=C1)C(C)(C)O)C(C)(C)O 1,2,4-tris(α-hydroxyisopropyl)benzene